phosphodiethylene glycol P(=O)(=O)C(COCCO)O